(R)-1-(3,3-difluoro-4-((5-(4-fluoro-1-(2-fluoroethyl)-2-methyl-1H-benzo[d]imidazol-6-yl)-4-methoxypyrrolo[2,1-f][1,2,4]triazin-2-yl)amino)piperidin-1-yl)ethan-1-one-2,2,2-d3 FC1(CN(CC[C@H]1NC1=NN2C(C(=N1)OC)=C(C=C2)C=2C=C(C1=C(N(C(=N1)C)CCF)C2)F)C(C([2H])([2H])[2H])=O)F